(4-(2-(cyclopropylmethoxy)ethyl)phenoxy)-3-(isopropylamino)propan-2-ol C1(CC1)COCCC1=CC=C(OCC(CNC(C)C)O)C=C1